Glutamyl-methionine N[C@@H](CCC(=O)O)C(=O)N[C@@H](CCSC)C(=O)O